(1S,2R,3S)-2-methyl-3-(pyrimidin-4-yl)cyclopropane-1-carboxylic acid C[C@H]1[C@@H]([C@H]1C1=NC=NC=C1)C(=O)O